(E)-3-(4-(trifluoromethyl)phenyl)acrylamide FC(C1=CC=C(C=C1)/C=C/C(=O)N)(F)F